1-(2,6-dichlorophenyl)-4-((4-(4-methyl-1,4-diazepane-1-carbonyl)phenyl)amino)-1H-pyrazole-3-carboxamide ClC1=C(C(=CC=C1)Cl)N1N=C(C(=C1)NC1=CC=C(C=C1)C(=O)N1CCN(CCC1)C)C(=O)N